((5R,5aR,8aR,9S)-9-hydroxy-6-oxo-5,5a,6,8,8a,9-hexahydrofuro[3',4':6,7]naphtho[2,3-d][1,3]dioxol-5-yl)-2,6-dimethoxyphenyl 2-ethylbutanate C(C)C(C(=O)OC1=C(C(=CC=C1OC)[C@H]1C2=CC3=C(OCO3)C=C2[C@H]([C@@H]2[C@@H]1C(OC2)=O)O)OC)CC